N(=[N+]=[N-])CC1=CC=C(C=C1)C=1C(=CC=CC1)C(=O)N 4'-(azidomethyl)-[1,1'-biphenyl]-2-formamide